(1R,2S,5S)-N-(2-amino-1-cinnolin-4-yl-2-oxo-ethyl)-3-[(2S)-2-[(3,3-difluorocyclobutanecarbonyl)amino]-3,3-dimethyl-butanoyl]-6,6-dimethyl-3-azabicyclo[3.1.0]hexane-2-carboxamide NC(C(C1=CN=NC2=CC=CC=C12)NC(=O)[C@@H]1[C@H]2C([C@H]2CN1C([C@H](C(C)(C)C)NC(=O)C1CC(C1)(F)F)=O)(C)C)=O